4-(((5-bromopyridin-3-yl)oxy)methyl)piperidine-1-carboxylic acid tert-butyl ester C(C)(C)(C)OC(=O)N1CCC(CC1)COC=1C=NC=C(C1)Br